CN1N=CC(=C1)[C@H]1[C@@H](C1)N |r| rac-(1R,2S)-2-(1-methyl-1H-pyrazol-4-yl)cyclopropan-1-amine